BrC1=CC=C2C=CN(C2=C1)CCC(=O)OC(C)(C)C tert-Butyl 3-(6-bromo-1H-indol-1-yl)propanoate